OCCCCCN(CCCCCCCC(=O)N(CCCCCCCCCC)CCCCCCCCCC)CCCCCCCC(=O)N(CCCCCCCCCC)CCCCCCCCCC 8,8'-((5-Hydroxypentyl)azanediyl)bis(N,N-didecyl-octanoamide)